6-((5-Chloro-3-(2,2,2-trifluoroethoxy)pyridin-2-yl)oxy)-7-ethyl-N-(4-methyl-1,1-dioxidotetrahydro-2H-thiopyran-4-yl)imidazo[1,2-a]pyridine-2-carboxamide ClC=1C=C(C(=NC1)OC=1C(=CC=2N(C1)C=C(N2)C(=O)NC2(CCS(CC2)(=O)=O)C)CC)OCC(F)(F)F